(S)-3-(7-(2-(2-methylazetidin-1-yl)-6,7-dihydro-5H-cyclopenta[d]pyrimidin-4-yl)-2-oxoquinolin-1(2H)-yl)propanoic acid C[C@@H]1N(CC1)C=1N=C(C2=C(N1)CCC2)C2=CC=C1C=CC(N(C1=C2)CCC(=O)O)=O